(3R)-3-[[(tert-butoxy)carbonyl]amino]butanoic acid C(C)(C)(C)OC(=O)N[C@@H](CC(=O)O)C